FC1=C(C(=CC(=C1)OC)F)C1=C(C(N(N1C)C1=NC(=CC(=C1)C)OCC(C)(C)O)=O)NC(C1=CC=C(C=C1)OC(F)F)=O N-(5-(2,6-Difluoro-4-methoxyphenyl)-2-(6-(2-hydroxy-2-methylpropoxy)-4-methylpyridin-2-yl)-1-methyl-3-oxo-2,3-dihydro-1H-pyrazol-4-yl)-4-(difluoromethoxy)benzamide